ClC=1C(=C(N)C=CC1)C 3-chloro-2-methylaniline